N-[(3'-{(1R)-1-[(6,7-dimethoxy-2-methylquinazolin-4-yl)amino]ethyl}biphenyl-3-yl)methyl]methanesulfonamide COC=1C=C2C(=NC(=NC2=CC1OC)C)N[C@H](C)C=1C=C(C=CC1)C1=CC(=CC=C1)CNS(=O)(=O)C